ClC1=CC2=C(S1)C1(CC(NC(C1)C=1N=NN(C1)C)C)OCC2O 2-chloro-2'-methyl-6'-(1-methyltriazol-4-yl)spiro[4,5-dihydrothieno[2,3-c]pyran-7,4'-piperidine]-4-ol